sodium D-glucuronate O=C[C@H](O)[C@@H](O)[C@H](O)[C@H](O)C(=O)[O-].[Na+]